[Mo+4].C(CN(CC(=O)[O-])CC(=O)[O-])N(CC(=O)[O-])CC(=O)[O-] ethylenediaminetetraacetate molybdenum